N-(2-(2-hydroxyethoxy)pyrimidin-5-yl)-2-(1H-imidazol-1-yl)-6-(trifluoromethyl)pyrimidine-4-carboxamide OCCOC1=NC=C(C=N1)NC(=O)C1=NC(=NC(=C1)C(F)(F)F)N1C=NC=C1